(2-((4-(tert-amyl)cyclohexylidene)methoxy)ethyl)benzene C(C)(C)(CC)C1CCC(CC1)=COCCC1=CC=CC=C1